1,2-diazaindene N1N=CC2=CC=CC=C12